N-(6-((2-((2-methoxy-5-methyl-4-(4-(4-methylpiperazin-1-yl)piperidin-1-yl)phenyl)amino)-5-(trifluoromethyl)pyrimidin-4-yl)amino)-2,3-dihydrobenzofuran-5-yl)-N-methylmethanesulfonamide COC1=C(C=C(C(=C1)N1CCC(CC1)N1CCN(CC1)C)C)NC1=NC=C(C(=N1)NC1=CC2=C(CCO2)C=C1N(S(=O)(=O)C)C)C(F)(F)F